Guanidin-HCL Cl.NC(=N)N